CC1=CC=C(CC(C(=O)C2=CC=C(C=C2)N2CCOCC2)(CC)NC)C=C1 2-(4-methylbenzyl)-2-methylamino-1-(4-morpholinophenyl)-1-butanone